5-amino-1,2,5,6-tetrahydro-4H-cyclobuta[f]inden-4-one NC1C(C=2C=C3C(=CC2C1)CC3)=O